C(CCCCCCCC)(=O)OCCCCC amyl pelargonate